C(C)(C)C1=CC=C(C=C1)C(C(C)(C)O)=O 1-(4-isopropylphenyl)-2-hydroxy-2-methyl-Propane-1-one